NCC1=NC2=CC(=CC=C2C(N1)=O)C=1C=NN(C1C1=C(C#N)C(=CC(=C1F)Cl)OC1(CC1)C)C (2R)-2-(4-(2-(aminomethyl)-4-oxo-3,4-dihydroquinazolin-7-yl)-1-methyl-1H-pyrazol-5-yl)-4-chloro-3-fluoro-6-(1-methylcyclopropoxy)benzonitrile